(3-bromo-4-methoxyphenyl)(2,2-diethoxyethyl)sulfane BrC=1C=C(C=CC1OC)SCC(OCC)OCC